methyl 6-methyl-4-(4,4,5,5-tetramethyl-1,3,2-dioxaborolan-2-yl)picolinate CC1=CC(=CC(=N1)C(=O)OC)B1OC(C(O1)(C)C)(C)C